4-(2-bromoacetyl)-N-methylbenzamide BrCC(=O)C1=CC=C(C(=O)NC)C=C1